C1(CC1)COC=1C(=CC(=NC1)NC([C@H](C)N1C[C@@H](C(CC1)(F)F)C1=CNC(C=C1)=O)=O)F (S)-N-(5-(cyclopropyl-methoxy)-4-fluoropyridin-2-yl)-2-((S)-4,4-difluoro-3-(6-oxo-1,6-dihydropyridin-3-yl)piperidin-1-yl)propanamide